NC1=C2C(N(C=NC2=CC=C1)CC1=C(C=CC=C1)OC(F)(F)F)=O 5-amino-3-{[2-(trifluoromethoxy)phenyl]methyl}-3,4-dihydroquinazolin-4-one